C1(CC1)N1N=CC(=C1)C1=CC(=NC=C1)N(C(=O)[C@@H]1CC[C@H](CC1)CC(=O)O)C[C@@H]1CC[C@H](CC1)C1=CC(=C(C=C1)OC)C 2-(trans-4-((4-(1-Cyclopropyl-1H-pyrazol-4-yl)pyridin-2-yl)((trans-4-(4-methoxy-3-methylphenyl)cyclohexyl)methyl)carbamoyl)-cyclohexyl)acetic acid